C(O)PN([C@@H](CO)C(=O)O)C(C)=O methylolphosphinO-ACETYLSERIN